tert-Butyl (R)-4-((4-(2,2-difluoropropyl)-2-(4-(methoxycarbonyl)phenyl)piperazin-1-yl)methyl)-5-methoxy-7-methyl-1H-indole-1-carboxylate FC(CN1C[C@H](N(CC1)CC1=C2C=CN(C2=C(C=C1OC)C)C(=O)OC(C)(C)C)C1=CC=C(C=C1)C(=O)OC)(C)F